1-(2-(3,4-Dichloro-5-methyl-1H-pyrrole-2-carboxamido)-5-(5-oxo-4,5-dihydro-1H-tetrazol-1-yl)phenyl)piperidin-4-aminium chloride [Cl-].ClC1=C(NC(=C1Cl)C)C(=O)NC1=C(C=C(C=C1)N1N=NNC1=O)N1CCC(CC1)[NH3+]